1-tert-butyl-N-{[3-(4-{[(3S,4S)-3-fluorooxan-4-yl]amino}-1-(2,2,2-trifluoroethyl)-1H-indol-2-yl)-1,2,4-oxadiazol-5-yl]methyl}-1H-pyrazole-4-carboxamide C(C)(C)(C)N1N=CC(=C1)C(=O)NCC1=NC(=NO1)C=1N(C2=CC=CC(=C2C1)N[C@@H]1[C@@H](COCC1)F)CC(F)(F)F